N1=C(C=C2N1C=CC=C2)[C@@H]2N(CCC1=C2N=CN1)C(=O)C=1SC(=NN1)C1=NC=CC=C1 (R)-(4-(pyrazolo[1,5-a]pyridin-2-yl)-1,4,6,7-tetrahydro-5H-imidazo[4,5-c]pyridin-5-yl)(5-(pyridin-2-yl)-1,3,4-thiadiazol-2-yl)methanone